FC(CCCS(=O)CCCCCCCCC[C@H]1[C@H]2[C@@H]3CC[C@@H]([C@@]3(C)CC[C@@H]2C=2C=CC(=CC2C1)O)O)(C(F)(F)F)F (7α,17β)-7-{9-[(4,4,5,5,5-pentafluoropentyl)sulfinyl]nonyl}estra-1,3,5(10)-triene-3,17-diol